COC=1C=C(C=C(C1)OC)NC1C(N(CC1)CCO)=O 3-((3,5-Dimethoxyphenyl)amino)-1-(2-hydroxyethyl)pyrrolidin-2-one